methyl 5-bromo-3-fluorothiophene-2-carboxylate BrC1=CC(=C(S1)C(=O)OC)F